CN1N=CC(=C1)C1=CC=2C3=C(N=CC2C=C1)NC=C3C3CCC(CC3)C(=O)OC methyl 4-(8-(1-methyl-1H-pyrazol-4-yl)-3H-pyrrolo[2,3-c]isoquinolin-1-yl)cyclohexane-1-carboxylate